NC1=C2C(=NC=N1)N(N=C2C2=CC=C(C=C2)CNC(C2=C(C=CC(=C2)F)OC)=O)C[C@@H](C)N(C(=O)N2N=CN=C2)C (R)-N-(1-(4-amino-3-(4-((5-fluoro-2-methoxybenzamido)methyl)phenyl)-1H-pyrazolo[3,4-d]pyrimidin-1-yl)propan-2-yl)-N-methyl-1H-1,2,4-triazole-1-carboxamide